methylene-bis(2-ethylaniline) C(NC1=C(C=CC=C1)CC)NC1=C(C=CC=C1)CC